3-bromo-β,β,2-trifluoro-benzenepropanoic acid BrC=1C(=C(C=CC1)C(CC(=O)O)(F)F)F